4-(7-fluoroimidazo[1,2-a]pyridin-3-yl)-7-[[5-(1-oxa-4,8-diazaspiro[5.5]undecan-8-yl)-2-pyridyl]amino]isoindolin-1-one FC1=CC=2N(C=C1)C(=CN2)C2=C1CNC(C1=C(C=C2)NC2=NC=C(C=C2)N2CC1(CNCCO1)CCC2)=O